CC1=NNC(=C1C1=CC=C(NC([C@H]([C@H]2CCCC3=CC=CC=C23)NC(=O)C=2N(N=CC2)C)=O)C=C1)C N-[(1S)-2-[4-(3,5-dimethyl-1H-pyrazol-4-yl)anilino]-2-oxo-1-[(1S)-tetralin-1-yl]ethyl]-2-methyl-pyrazole-3-carboxamide